2-(1-(4-bromophenyl)-3-(4-fluorophenyl)-1H-pyrazol-4-yl)-3-(4-hydroxyphenylethyl)oxazolidin-4-one BrC1=CC=C(C=C1)N1N=C(C(=C1)C1OCC(N1CCC1=CC=C(C=C1)O)=O)C1=CC=C(C=C1)F